C1(CC1)NC(C1=CC(=C(C=C1)C)C=1C=NC(=C(C1)C=1NC=CN1)NC(CO)(C)C)=O N-cyclopropyl-3-(6-((1-hydroxy-2-methylpropan-2-yl)amino)-5-(1H-imidazol-2-yl)pyridin-3-yl)-4-methylbenzamide